FC=1C(=NC=CC1)C(C)(C)NC1=NC=C(C=N1)C=1SC(=CN1)CNC(C)=O N-{[2-(2-{[1-(3-fluoro(2-pyridyl))-isopropyl]amino}pyrimidin-5-yl)-1,3-thiazol-5-yl]methyl}acetamide